C(C)(=O)N1CC[C@@H]2N(C([C@H](C1)NC(=O)C=1NC3=CC=C(C=C3C1)C(F)(F)P(O)(O)=O)=O)[C@@H](CC2)C(N(C2=CC=CC=C2)CC)=O ((2-(((5S,8S,10aR)-3-acetyl-8-(ethyl(phenyl)carbamoyl)-6-oxodeca-hydropyrrolo[1,2-a][1,5]diazocin-5-yl)carbamoyl)-1H-indol-5-yl)difluoromethyl)phosphonic acid